Tetrahydro-1H-azepin-1-carbonylchlorid N1(CCCCC=C1)C(=O)Cl